C(C)OC1=CC(N(C=C1C=1C=NN(C1)CC1=CC=C(C=C1)C)C)=O 4-ethoxy-1-methyl-5-(1-(4-methylbenzyl)-1H-pyrazol-4-yl)pyridin-2(1H)-one